(R)-3-(4-(2,4-difluorophenoxy)-3-(6-methyl-7-oxo-6,7-dihydro-1H-pyrrolo[2,3-c]pyridin-4-yl)phenyl)-5-methylimidazolidine-2,4-dione FC1=C(OC2=C(C=C(C=C2)N2C(N[C@@H](C2=O)C)=O)C=2C3=C(C(N(C2)C)=O)NC=C3)C=CC(=C1)F